FCCCC[Si](OCCC)(OCCC)OCCC 4-fluorobutyltri-n-propoxysilane